C1(CC1)C(=O)N1C2CN(CC1CC2)C2=NC=NN1C2=CC(=C1)C1=NN(N=C1)C1OCCCC1 cyclopropyl(3-(6-(2-(tetrahydro-2H-pyran-2-yl)-2H-1,2,3-triazol-4-yl)pyrrolo[2,1-f][1,2,4]triazin-4-yl)-3,8-diazabicyclo[3.2.1]octan-8-yl)methanone